N,N-dimethyl-3beta-hydroxy-cholenamide C[C@H](C=CC(=O)N(C)C)[C@H]1CC[C@@H]2[C@@]1(CC[C@H]3[C@H]2CCC4[C@@]3(CC[C@@H](C4)O)C)C